benzo[g]quinoxaline-5,10-dione N1=CC=NC=2C(C3=C(C(C12)=O)C=CC=C3)=O